NC1=NC(=C(C=2N1C(N(N2)CC2=NC=C(C=C2)F)=O)C2=CC(=NC(=C2)C)N(C)C)C2=CC=CC=C2 5-amino-8-[2-(dimethylamino)-6-methyl-4-pyridinyl]-2-[(5-fluoro-2-pyridinyl)methyl]-7-phenyl-[1,2,4]triazolo[4,3-c]pyrimidin-3-one